FCS(=O)(=O)N 1-fluoromethanesulfonamide